ClC1=CC=C(C=N1)CN(C1=CC(OC1)=O)CC1=C(C(=C(C(=C1F)F)F)F)F 4-{[(6-chloropyrid-3-yl)methyl](2,3,4,5,6-pentafluorobenzyl)amino}furan-2(5H)-one